Methyl (3S)-amino-2-fluoropropionate NC(C(=O)OC)(C)F